(3-(4-bromophenyl)cyclopentyl)carbamic acid tert-butyl ester C(C)(C)(C)OC(NC1CC(CC1)C1=CC=C(C=C1)Br)=O